C(C)N1C(N(CC1)CC)=O 1,3-diethyl-2-imidazolidone